CCCC=CCOC(=O)NC=1C=CC2=C(C(=CS2)C2=CCN3CCCC3C2)C1 5-(4-hexen-6-yloxy)carbonylamino-3-(1,2,3,4,5,8-hexahydroindolizin-7-yl)-benzothiophene